(R)-3-((2-chloro-5-(ethoxymethyl)pyrimidin-4-yl)oxy)-10-methyl-9,10,11,12-tetrahydro-8H-[1,4]diazepino[5',6':4,5]thieno[3,2-f]quinoxalin-8-one formate C(=O)O.ClC1=NC=C(C(=N1)OC1=NC=2C=CC3=C(C2N=C1)C1=C(S3)C(N[C@@H](CN1)C)=O)COCC